5-Fluoro-2-[4-[(3S)-3-(2-pyridyl)isoxazolidine-2-carbonyl]-1-piperidyl]pyrimidine-4-carboxamide FC=1C(=NC(=NC1)N1CCC(CC1)C(=O)N1OCC[C@H]1C1=NC=CC=C1)C(=O)N